COC1=C(C=C2C(=NC=NC2=C1)NC=1C=C(C=CC1OC)C1=CC(=CC=C1)C(F)(F)F)OC1CCN(CC1)C(C=C)=O 1-(4-((7-methoxy-4-((4-methoxy-3'-(trifluoromethyl)-[1,1'-biphenyl]-3-yl)amino)quinazolin-6-yl)oxy)piperidin-1-yl)prop-2-en-1-one